2-(dimethylamino)acetic acid hydrochloride Cl.CN(CC(=O)O)C